FC1=CC=C(OC[C@@H]2N(C3CC(C2)C3)C(=O)C3=C(C=CC(=C3)C)C=3SC=CN3)C=C1 (3R)-3-(4-fluorophenoxymethyl)-2-{[5-methyl-2-(1,3-thiazol-2-yl)phenyl]carbonyl}-2-azabicyclo[3.1.1]heptane